3,5-dibromopyridin-2-ol BrC=1C(=NC=C(C1)Br)O